C(#N)C=1C=C2C(=NN(C2=CC1F)C[C@@H]1CC[C@H](CC1)C(=O)OC)C methyl trans-4-[(5-cyano-6-fluoro-3-methyl-indazol-1-yl)methyl]cyclohexanecarboxylate